C[Sn](C=1N=CC2=CC=CC=C2C1)(C)C 3-(trimethylstannyl)isoquinoline